C12(CC3CC(CC(C1)C3)C2)P(Cl)C23CC1CC(CC(C2)C1)C3 di(1-adamantyl)chlorophosphine